[Cr](=O)([O-])[O-].[Fe+2] ferrous chromite